allyloxyhydroxysulfonic acid ammonium [NH4+].C(C=C)OOS(=O)(=O)O